7-((3,5-Difluoro-4-((6-methylpyridin-3-yl)oxy)benzyl)oxy)-1-methyl-1H-spiro[imidazo[1,2-c]pyrimidine-2,3'-oxetan]-5(3H)-one FC=1C=C(COC=2C=C3N(C(N2)=O)CC2(COC2)N3C)C=C(C1OC=1C=NC(=CC1)C)F